O=C1NC(CCC1N1C(C2=CC=CC(=C2C1=O)NCC=1C=NN(C1)CC1CCOCC1)=O)=O 2-(2,6-dioxopiperidin-3-yl)-4-(((1-((tetrahydro-2H-pyran-4-yl)methyl)-1H-pyrazol-4-yl)methyl)amino)isoindoline-1,3-dione